7-((2S,5R)-2,5-dimethyl-4-(1-(quinoxalin-6-yl)ethyl)piperazin-1-yl)-2,4-dihydro-5H-pyrazolo[4,3-b]pyridin-5-one C[C@@H]1N(C[C@H](N(C1)C(C)C=1C=C2N=CC=NC2=CC1)C)C=1C=2C(NC(C1)=O)=CNN2